Decyl ((S)-(((2R,3S,5R)-5-(6-amino-2-fluoro-9H-purin-9-yl)-2-ethynyl-3-hydroxytetrahydrofuran-2-yl)methoxy)(phenoxy)phosphoryl)-L-phenylalaninate NC1=C2N=CN(C2=NC(=N1)F)[C@H]1C[C@@H]([C@@](O1)(C#C)CO[P@](=O)(OC1=CC=CC=C1)N[C@@H](CC1=CC=CC=C1)C(=O)OCCCCCCCCCC)O